C[C@H]1N(CCN(C1)C1=C2C=CN(C2=CC(=C1)B1OC(C(O1)(C)C)(C)C)COCC[Si](C)(C)C)C(=O)OC(C)(C)C (R)-tert-butyl 2-methyl-4-(6-(4,4,5,5-tetramethyl-1,3,2-dioxaborolan-2-yl)-1-((2-(trimethylsilyl)ethoxy)methyl)-1H-indol-4-yl)piperazine-1-carboxylate